FC(C(CCI)O[Si](CC)(CC)CC)(CCCC)F (4,4-difluoro-1-iodooct-3-yloxy)-triethylsilane